C(CCC)SC1=NC(=NN1)CCCCC1=NNC(=N1)SCCCC 3,3'-tetramethylenebis(5-butylthio-1,2,4-triazole)